ClC1=CC=C(C=C1)NC(C1=CC=C(C=C1)C1CCNCC1)=O N-(4-chlorophenyl)-4-piperidin-4-yl-benzamide